5-Amino-6-((4-(((tert-butyldimethylsilyl)oxy)methyl)phenyl)amino)pyrazine-2,3-dicarbonitrile NC=1N=C(C(=NC1NC1=CC=C(C=C1)CO[Si](C)(C)C(C)(C)C)C#N)C#N